1-[rac-(5S,7S)-7-fluoro-5-phenyl-6,7-dihydro-5H-pyrrolo[1,2-b][1,2,4]triazol-2-yl]-4,5,6,7-tetrahydrobenzotriazole F[C@H]1C[C@H](N2N=C(N=C21)N2N=NC1=C2CCCC1)C1=CC=CC=C1 |r|